4-hydroxy-2-methylbenzonitrile OC1=CC(=C(C#N)C=C1)C